4-hexadecyl carbonate C(OC(CCC)CCCCCCCCCCCC)([O-])=O